CN(CCN1N=CC(=C1)NC1=NC=C(C=N1)I)C N-(1-(2-(dimethylamino)ethyl)-1H-pyrazol-4-yl)-5-iodopyrimidin-2-amine